FC1=C(C(=CC=C1)F)C1=CC=C(C=C1)OB(O)O (4-(2,6-difluorophenyl)phenyl)boric Acid